C(C(=O)[O-])(=O)[O-].N[C@@H](CCC(=O)O)C(=O)O.[Na+].[Na+] disodium glutamate oxalate